CC1=C(C=C(C=C1)OCC(N1CCC(CC1)CC1CCN(CC1)CC1CCNCC1)=O)N1C(NC(CC1)=O)=O 1-[2-methyl-5-[2-oxo-2-[4-[[1-(4-piperidylmethyl)-4-piperidyl]methyl]-1-piperidyl]ethoxy]phenyl]hexahydropyrimidine-2,4-dione